CN([C@@H]1CCN2C3=C(C(C4=CC(=CC1=C24)F)=O)C2=CC4=C(C(N2C3)=O)COC([C@]4(O)CC)=O)C (3R,9S)-3-(dimethylamino)-9-ethyl-5-fluoro-9-hydroxy-2,3,12,15-tetrahydro-1H,7H,13H-pyrano[3',4':6,7]indolizino[2,1-b]pyrido[3,2,1-ij]quinoline-7,10,13(9H)-trione